erbium nickel oxide [Ni]=O.[Er]